(S)-2-((4-(2-((4-chloro-2-fluorobenzyl)oxy)pyrimidin-4-yl)-2-oxabicyclo[2.2.2]octan-1-yl)methyl)-1-(oxetan-2-ylmethyl)-1H-benzo[d]imidazole-6-carboxylic acid ClC1=CC(=C(COC2=NC=CC(=N2)C23COC(CC2)(CC3)CC3=NC2=C(N3C[C@H]3OCC3)C=C(C=C2)C(=O)O)C=C1)F